2-(AZETIDIN-1-YL)PYRIDIN-4-YLBORONIC ACID N1(CCC1)C1=NC=CC(=C1)B(O)O